ClC=1C=NC=C(C1[C@@H](C)OC=1C=C2C(=NNC2=CC1)C=1C=C2C(CC3(CCNCC3)OC2=CC1)=O)Cl (R)-6-(5-(1-(3,5-Dichloropyridin-4-yl)ethoxy)-1H-indazol-3-yl)spiro[chromane-2,4'-piperidin]-4-one